C1(CC1)C1=CC(=NN1)NC1=NC(=NC=C1)N1C[C@@H](CC1)C(C)(C)O 2-[(3R)-1-[4-[(5-Cyclopropyl-1H-pyrazol-3-yl)amino]pyrimidin-2-yl]pyrrolidin-3-yl]propan-2-ol